3-(4-methyl-3-{2-methyl-6-[4-(trifluoromethyl)phenoxy]pyrimidin-4-yl}-5-oxo-1H-4H-5H-pyrrolo[3,2-b]pyridin-1-yl)propanenitrile CN1C2=C(C=CC1=O)N(C=C2C2=NC(=NC(=C2)OC2=CC=C(C=C2)C(F)(F)F)C)CCC#N